N6-[(4-bromothien-3-yl)methyl]adenosine BrC=1C(=CSC1)CNC=1C=2N=CN([C@H]3[C@H](O)[C@H](O)[C@@H](CO)O3)C2N=CN1